The molecule is a member of the class of phthalimides that is phthalimide in which the hydrogen attached to the nitrogen is replaced by a trichloromethylthio group. An agricultural fungicide, it has been used to control mildew, leaf spot, and other diseases in crops sice the 1950s. It has a role as an antifungal agrochemical. It is an organochlorine compound, an organosulfur compound and a phthalimide fungicide. It derives from a phthalimide. C1=CC=C2C(=C1)C(=O)N(C2=O)SC(Cl)(Cl)Cl